C(C)C(C(/C=C/[C@H]1[C@@H](C[C@H]2[C@@H]1CCC1=C(O2)C(=C(C=C1)C(=O)O)C)O)O)CCC(C)C (1R,2R,3aS,10aR)-1-[(1E,3ξ,4ξ)-4-ethyl-3-hydroxy-7-methyl-1-octen-1-yl]-2-hydroxy-5-methyl-2,3,3a,9,10,10a-hexahydro-1H-benzo[b]cyclopenta[f]oxepin-6-carboxylic acid